C(#N)C(NC(=O)N1N=CC(=C1)C1=C2C(=NC=C1)NC(N2)=O)C2CCCC2 N-(cyano(cyclopentyl)methyl)-4-(2,3-dihydro-2-oxo-1H-imidazo[4,5-b]pyridin-7-yl)-1H-pyrazole-1-carboxamide